N-((1s,3s)-3-(5-(6-(3-cyanopyrrolo[1,2-b]pyridazin-7-yl)-4-(isopropylamino)pyridin-3-yl)-1,3,4-thiadiazol-2-yl)cyclobutyl)cyclopropanecarboxamide C(#N)C1=CC=2N(N=C1)C(=CC2)C2=CC(=C(C=N2)C2=NN=C(S2)C2CC(C2)NC(=O)C2CC2)NC(C)C